ClC=1C(=NC(=NC1)NC1CCC(CC1)N)C1=CN=C2N1C=C(C=C2)C=2C=NC=CC2 (1r,4r)-N1-(5-Chloro-4-(6-(pyridin-3-yl)imidazo[1,2-a]pyridin-3-yl)pyrimidin-2-yl)cyclohexane-1,4-diamine